5-[(3S)-2-[1-(4-hydroxypyrimidin-2-yl)piperidine-4-carbonyl]isoxazolidin-3-yl]pyridine-3-carbonitrile OC1=NC(=NC=C1)N1CCC(CC1)C(=O)N1OCC[C@H]1C=1C=C(C=NC1)C#N